C1(CC1)C#C[C@@]1(NC(NC2=CC(=CC=C12)CO)=S)C(F)(F)F (S)-4-(cyclopropylethynyl)-7-(hydroxymethyl)-4-(trifluoromethyl)-3,4-dihydroquinazoline-2(1H)-thione